OCC=1[C@H]2CN(C=3C=CC=CC3[C@@H]2[C@H](CC1)C(=O)OCC)C(=O)OC(C)(C)C (6aS,10S,10aS)-5-tert-butyl 10-ethyl 7-(hydroxymethyl)-6,6a,10,10a-tetrahydrophenanthridine-5,10(9H)-dicarboxylate